N-butyl-4-(1H-pyrrolo[3,2-c]pyridin-4-yl)benzamide C(CCC)NC(C1=CC=C(C=C1)C1=NC=CC2=C1C=CN2)=O